(S)-2-((2S,3S)-2-((S)-3-(4-Hydroxyphenyl)-2-((S)-morpholine-2-carboxamido)propanamido)-3-methylpentanamido)-5,5-dimethylhexanoic acid OC1=CC=C(C=C1)C[C@@H](C(=O)N[C@H](C(=O)N[C@H](C(=O)O)CCC(C)(C)C)[C@H](CC)C)NC(=O)[C@@H]1CNCCO1